1-(5-chloro-1H-indol-3-yl)-3-(5-chloro-6-((3R,5R)-3,5-dimethylpiperazin-1-yl)pyridin-3-yl)urea ClC=1C=C2C(=CNC2=CC1)NC(=O)NC=1C=NC(=C(C1)Cl)N1C[C@H](N[C@@H](C1)C)C